3-{2-[3-methoxy-4-(3-piperidinopropoxy)phenylamino]-4-pyrimidinylamino}-6-quinolinecarbonitrile COC=1C=C(C=CC1OCCCN1CCCCC1)NC1=NC=CC(=N1)NC=1C=NC2=CC=C(C=C2C1)C#N